(1H-imidazol-2-yl)piperidine hydrochloride Cl.N1C(=NC=C1)N1CCCCC1